tert-Butyl 4-(1-{[methyl(2,2,2-trifluoroethyl)carbamoyl]methyl}-1H-indazol-3-yl)-1,2,3,6-tetrahydropyridine-1-carboxylate CN(C(=O)CN1N=C(C2=CC=CC=C12)C=1CCN(CC1)C(=O)OC(C)(C)C)CC(F)(F)F